C(C)(=O)NCC1CCN(CC1)CC1=NC(=NC(=C1)C1=CC(=CC(=C1)Cl)Cl)OC=1C=CC(=NC1)N1CCN(CC1)C(=O)OC(C)(C)C tert-Butyl 4-(5-((4-((4-(acetamidomethyl)piperidin-1-yl)methyl)-6-(3,5-dichlorophenyl)pyrimidin-2-yl)oxy)pyridin-2-yl)piperazine-1-carboxylate